2-fluoro-4-(1-(3-(trifluoromethoxy)phenyl)-1H-1,2,4-triazol-3-yl)aniline FC1=C(N)C=CC(=C1)C1=NN(C=N1)C1=CC(=CC=C1)OC(F)(F)F